(R)-2-((2R,3R)-3-(4-fluorophenyl)oxirane-2-yl)pyrrolidine-1-carboxylic acid benzyl ester C(C1=CC=CC=C1)OC(=O)N1[C@H](CCC1)[C@H]1O[C@@H]1C1=CC=C(C=C1)F